4-(2-hydroxy-prop-2-yl)-5-methylthiophene-2-sulfonamide OC(C)(C)C=1C=C(SC1C)S(=O)(=O)N